S1C(=CC2=C1C=CC=C2)NC(=O)C2CCCCC2 N-(1-Benzothiophen-2-yl)cyclohexancarboxamid